(R)-(1-(2-fluoroethyl)piperidin-3-yl)carbamic acid tert-butyl ester C(C)(C)(C)OC(N[C@H]1CN(CCC1)CCF)=O